(Cyclopropanecarboxamido)-4-((5-(2-hydroxypropan-2-yl)-4-methylpyrazolo[1,5-a]pyridin-3-yl)amino)-N-(methyl-d3)nicotinamide C1(CC1)C(=O)NC1=C(C(=O)NC([2H])([2H])[2H])C(=CC=N1)NC=1C=NN2C1C(=C(C=C2)C(C)(C)O)C